C(N)(OC1=C(C=CC=C1)C1=C(C=CC=C1)OC(N)=O)=O [1,1'-biphenyl]-2,2'-diyl dicarbamate